ClC/C=C/C(=O)NC1=NC=C(C(=O)OC)C=C1 methyl (E)-6-(4-chlorobut-2-enamido)nicotinate